C(C1=CC=CC=C1)OC1=C([N+](=CC2=C(C(=CC=C12)Cl)C(F)(F)F)[O-])C(=O)OC 4-(benzyloxy)-7-chloro-3-(methoxycarbonyl)-8-(trifluoromethyl)isoquinoline 2-oxide